((2',6'-difluoro-[1,1'-biphenyl]-2-yl)(phenyl)methyl)-4,6-dimethylaniline FC1=C(C(=CC=C1)F)C1=C(C=CC=C1)C(C1=CC=CC=C1)NC1=CC=C(C=C1C)C